O1C=CC2=C1C=C(C=C2)C2=NN1C(N(C(=C(C1=O)N1CCNCC1)CC)CC(=O)NC1=CC=C(C=C1)S(F)(F)(F)(F)F)=N2 2-(2-(benzofuran-6-yl)-5-ethyl-7-oxo-6-(piperazin-1-yl)-[1,2,4]triazolo[1,5-a]pyrimidin-4(7H)-yl)-N-(4-(pentafluoro-λ6-sulfaneyl)phenyl)acetamide